diethyl (4-((7,9-difluoro-2-methyl-3,4-dihydro-5H-pyrimido[5,4-b]indol-5-yl)methyl)benzyl)phosphonate FC=1C=C(C=2C3=C(N(C2C1)CC1=CC=C(CP(OCC)(OCC)=O)C=C1)CNC(=N3)C)F